4-(3-chlorobenzyl)-1H-pyrazole-1-carboxylic acid tert-butyl ester C(C)(C)(C)OC(=O)N1N=CC(=C1)CC1=CC(=CC=C1)Cl